benzyl (2-(2-(((1R,5S,6s)-3-azabicyclo[3.1.0]hexan-6-yl)oxy)-6-chloropyridin-4-yl)propan-2-yl)carbamate [C@@H]12CNC[C@H]2C1OC1=NC(=CC(=C1)C(C)(C)NC(OCC1=CC=CC=C1)=O)Cl